C(C)(C)(C)C1(CCCCC1)C(=O)OO.C1(CCCCC1)C(=O)OOC(C)(C)C tert-butyl cyclohexylperoxycarboxylate (tert-butyl cyclohexylperoxycarboxylate)